N'-((2-cyclopropyl-3-methyl-6,7-dihydro-5H-cyclopenta[b]pyridin-4-yl)carbamoyl)-3-fluoro-5-(2-hydroxypropan-2-yl)thiophene-2-sulfonimidamide C1(CC1)C1=C(C(=C2C(=N1)CCC2)NC(=O)N=S(=O)(N)C=2SC(=CC2F)C(C)(C)O)C